BrCCOC(C)(C(C)(C)OCCBr)C 2,3-bis(2-bromoethoxy)-2,3-dimethylbutane